N-{[2-fluoro-3-methoxy-6-(4-methyl-1,2,3-triazol-1-yl)phenyl]methyl}-1-[(3-isopropyl-1,2,4,5-tetrahydro-3-benzazepin-7-yl)methyl]-3-(methoxymethyl)pyrazole-4-carboxamide FC1=C(C(=CC=C1OC)N1N=NC(=C1)C)CNC(=O)C=1C(=NN(C1)CC1=CC2=C(CCN(CC2)C(C)C)C=C1)COC